C1(CC1)N1N=CC(=C1)C1=CC(=NC=C1)N(C(=O)[C@@H]1CC[C@H](CC1)CC(=O)O)C[C@@H]1CC[C@H](CC1)C1=NC(=C(C=C1)OC)C 2-(trans-4-((4-(1-Cyclopropyl-1H-pyrazol-4-yl)pyridin-2-yl)((trans-4-(5-methoxy-6-methylpyridin-2-yl)cyclohexyl)methyl)carbamoyl)-cyclohexyl)acetic acid